C(CCCCC(C)C)C(C(=O)[O-])S.C(CCCCC(C)C)C(C(=O)[O-])S.C(CCCCC(C)C)C(C(=O)[O-])S.C(CCCCC(C)C)C(C(=O)[O-])S.C(CCCCC(C)C)C(C(=O)[O-])S.[Sb+5] antimony penta-(isooctyl thioglycolate)